C(CCCCCCCCCCCCCCC)CCOC(CCCCC)=O CETYLETHYLHEXANOATE